FC=1C(=C(C=O)C=C(C1)C=1N=NN(C1)C1=CC=C(C=C1)N1CCCC1)O 3-fluoro-2-hydroxy-5-(1-(4-(pyrrolidin-1-yl)phenyl)-1H-1,2,3-triazol-4-yl)Benzaldehyde